6-chloro-8-[3-fluoro-3-(trifluoromethyl)pyrrolidin-1-yl]imidazo[1,2-b]pyridazine ClC=1C=C(C=2N(N1)C=CN2)N2CC(CC2)(C(F)(F)F)F